1-(4-benzoylphenyl)-3-(pyridin-3-ylmethyl)urea C(C1=CC=CC=C1)(=O)C1=CC=C(C=C1)NC(=O)NCC=1C=NC=CC1